1-Amino-3-{4-chloro-2-fluoro-5-[(5-fluoro-2-hydroxypyridin-3-yl)sulfanyl]phenyl}-6-(trifluoromethyl)pyrimidin-2,4(1H,3H)-dion NN1C(N(C(C=C1C(F)(F)F)=O)C1=C(C=C(C(=C1)SC=1C(=NC=C(C1)F)O)Cl)F)=O